azodiisobutylene N(=NCC(C)=C)CC(C)=C